2-((11-(N-(1-(carboxymethyl)-6-oxo-1,6-dihydropyridin-3-yl)-1-(isoquinolin-4-yl)piperidine-3-carboxamido)undecyl)carbamoyl)benzoic acid C(=O)(O)CN1C=C(C=CC1=O)N(C(=O)C1CN(CCC1)C1=CN=CC2=CC=CC=C12)CCCCCCCCCCCNC(=O)C1=C(C(=O)O)C=CC=C1